1-{3-[(tert-butyldimethylsilyl)oxy]-3-methylcyclobutyl}-6-(4,4,5,5-tetramethyl-1,3,2-dioxaborolan-2-yl)-1,2,3,4-tetrahydro-1,8-naphthyridin-2-one [Si](C)(C)(C(C)(C)C)OC1(CC(C1)N1C(CCC2=CC(=CN=C12)B1OC(C(O1)(C)C)(C)C)=O)C